2-(3-methylcyclohexyl)-2-(3-chloro-3-isopentyl-6-methylheptyl)-1,3-dibutoxypropane CC1CC(CCC1)C(COCCCC)(COCCCC)CCC(CCC(C)C)(CCC(C)C)Cl